C(#N)C=1C=NC2=CC(=C(C=C2C1N1CC(C1)CCNS(=O)(=O)N)OC)OC (2-(1-(3-cyano-6,7-dimethoxyquinolin-4-yl)azetidin-3-yl)ethyl)sulfamide